benzyl 3-(((7-(5-chloro-2,4-difluorophenyl)-2,4-dioxo-6-(trifluoromethyl)-1,2,3,4-tetrahydroquinazolin-8-yl)thio)methyl)-3-(hydroxymethyl)azetidine-1-carboxylate ClC=1C(=CC(=C(C1)C1=C(C=C2C(NC(NC2=C1SCC1(CN(C1)C(=O)OCC1=CC=CC=C1)CO)=O)=O)C(F)(F)F)F)F